2,6-dimethoxy-4-[2-hydroxymethyl-5-methoxy-8-oxo-2,3-dihydropyrano[2,3-h][1,4]benzodioxin-3-yl]phenolate COC1=C(C(=CC(=C1)C1OC2=C(OC1CO)C1=C(C=C2OC)OC(C=C1)=O)OC)[O-]